NCC1=CC=C(C2=C1N(C(N2COCC[Si](C)(C)C)=O)COCC[Si](C)(C)C)C(=O)[O-] 7-(aminomethyl)-2-oxo-1,3-bis((2-(trimethylsilyl)ethoxy)methyl)-2,3-dihydro-1H-benzo[d]imidazole-4-carboxylate